C(C(C)C)C(COCC)(COCC)CC(C)C 2,2-diisobutyl-1,3-diethoxypropane